ClC=1C=NC(=C(C(=O)NC2CCC(CC2)CN2C(N(C3=NC=CC=C32)C3=C(C=CC=C3)C#N)=O)C1)C(F)F 5-chloro-N-((1r,4r)-4-((3-(2-cyanophenyl)-2-oxo-2,3-dihydro-1H-imidazo[4,5-b]pyridin-1-yl)methyl)cyclohexyl)-2-(difluoromethyl)nicotinamide